C(CCC\C=C/CC)OC(CCC(=O)OCCCCCCN(CCCCCCC(=O)OCCCCCCCCCC)CCCO)OCCCC\C=C/CC decyl 7-((6-((4,4-bis(((Z)-oct-5-en-1-yl)oxy)butanoyl)oxy)hexyl)(3-hydroxypropyl)amino)heptanoate